BrC1=CC=C2C=3C(C4=C(C(C3NC2=C1)(C)C)C=C(C(=C4)CC)N4CCC(CC4)N4CCCC4)=O 3-bromo-9-ethyl-6,6-dimethyl-8-(4-(pyrrolidine-1-yl)piperidin-1-yl)-5,6-dihydro-11H-benzo[b]carbazol-11-one